4-Isopropyl-6-methoxy-7-nitro-2H-benzo[b][1,4]oxazin-3(4H)-one C(C)(C)N1C2=C(OCC1=O)C=C(C(=C2)OC)[N+](=O)[O-]